FC1=CC=C(C=C1)C#CC=1C=C(C=CC1C1=CC=NC=C1)NC(O)=O.FC1=CC=C(C=C1)C#CC=1C=C(C=CC1C1=CC=NC=C1)NC(=O)NCCC=1C=NC(=CC1)[N+](=O)[O-] (1-(3-((4-fluorophenyl)ethynyl)-4-(pyridin-4-yl)phenyl)-3-(2-(6-nitropyridin-3-yl)ethyl)urea) (3-((4-fluorophenyl)ethynyl)-4-(pyridin-4-yl)phenyl)carbamate